3-(3-(6-fluoro-1H-indol-3-yl)pyrrolidin-1-yl)-N'-(3-fluoropyridin-2-yl)propionylhydrazine FC1=CC=C2C(=CNC2=C1)C1CN(CC1)C(CC(=O)NN)C1=NC=CC=C1F